CN([C@H](CC=1SC2=C(N1)C=C(C=C2)[C@@H]2N(C[C@H](CC2)C)C(C(=O)NC2=NC(=C(C(=O)N)C=C2)OC)=O)C)C (2-((2R,5S)-2-(2-((S)-2-(dimethylamino)propyl)benzo[d]thiazol-5-yl)-5-methylpiperidin-1-yl)-2-oxoacetamido)-2-methoxynicotinamide